4-chloro-2-(2-((6-(((6-cyclopropylimidazo[1,2-a]pyridin-2-yl)methyl)amino)pyrimidin-4-yl)amino)-2-oxoethyl)benzamide ClC1=CC(=C(C(=O)N)C=C1)CC(=O)NC1=NC=NC(=C1)NCC=1N=C2N(C=C(C=C2)C2CC2)C1